(S)-ethyl 1-amino-2-(1-(tert-butoxycarbonyl)pyrrolidin-2-yl)-4-(4-((4-fluoropyridin-2-yl)carbamoyl)phenyl)-1H-imidazole-5-carboxylate NN1C(=NC(=C1C(=O)OCC)C1=CC=C(C=C1)C(NC1=NC=CC(=C1)F)=O)[C@H]1N(CCC1)C(=O)OC(C)(C)C